C(OC=1C(=NC=CC1OC)C(N[C@H](C(=O)NC(=C(C1=CC(=CC(=C1)Cl)Cl)C1=CC(=CC(=C1)Cl)Cl)C)C)=O)(OCC)=O (S)-2-((1-((1,1-bis(3,5-dichlorophenyl)prop-1-en-2-yl)amino)-1-oxopropan-2-yl)carbamoyl)-4-methoxypyridin-3-yl ethyl carbonate